(2S,11aR)-7-chloro-6-isopropoxy-8-methyl-2-((2-oxo-1,2,3,4-tetrahydro-1,6-naphthyridine-7-yl)oxy)-2,3,11,11a-tetrahydro-1H,5H-benzo[f]pyrrolo[2,1-c][1,4]oxazepin-5-one ClC=1C(=CC2=C(C(N3[C@@H](CO2)C[C@@H](C3)OC3=NC=C2CCC(NC2=C3)=O)=O)C1OC(C)C)C